C1(CC1)C(N1C[C@@]2(CC1)OCCN1C2=CC(=N1)C=1C=C(C(=NC1)N)C(F)(F)F)C1=NC(=CC=C1)OC 5-{(3'R)-1'-[cyclopropyl(6-methoxypyridin-2-yl)methyl]-6,7-dihydrospiro[pyrazolo[5,1-c][1,4]oxazine-4,3'-pyrrolidin]-2-yl}-3-(trifluoromethyl)pyridin-2-amine